C(C)(C)C1=C(C(=CC(=C1)C(C)C)C(C)C)S(=O)(=O)OC1=NC(=NC2=CC=CC(=C12)N1C[C@@H](O[C@@H](C1)C)C)C ((2S,6R)-2,6-dimethylmorpholino)-2-methylquinazolin-4-yl 2,4,6-triisopropylbenzenesulfonate